4-(phenoxymethyl)cyclohexan-1-one O(C1=CC=CC=C1)CC1CCC(CC1)=O